N-[rac-(3R,4R)-4-(3,4-dichlorophenyl)pyrrolidin-3-yl]-4-(trifluoromethoxy)benzenesulfonamide ClC=1C=C(C=CC1Cl)[C@H]1[C@H](CNC1)NS(=O)(=O)C1=CC=C(C=C1)OC(F)(F)F |r|